Isopropyl ((3,4-dimethoxyphenoxy) (4-nitrophenoxy)phosphoryl)-L-alaninate COC=1C=C(OP(=O)(OC2=CC=C(C=C2)[N+](=O)[O-])N[C@@H](C)C(=O)OC(C)C)C=CC1OC